BrC=1C=C(C=CC1)C1(CC(C1)(F)F)C(O)C1=NN=CN1C (1-(3-bromophenyl)-3,3-difluorocyclobutyl)(4-methyl-4H-1,2,4-triazol-3-yl)methanol